CC(=C)CCCC(CCC(C(C)C)=O)C 2,6,10-trimethylundecene-9-aldehyde